NC1=CC=CC(=N1)S(=O)(=O)NC(=O)C=1C(=NC(=CC1)C=1C=NC(=CC1C)OCC(C)(C)C)N1C(CC(C1)C)(C)C N-[(6-Amino-2-pyridyl)sulfonyl]-6-[6-(2,2-dimethylpropoxy)-4-methyl-3-pyridyl]-2-(2,2,4-trimethylpyrrolidin-1-yl)pyridin-3-carboxamid